6-Fluoro-2-[3-(4-fluorophenyl)-1-(4-methoxyphenyl)-1H-pyrazol-5-yl]quinoline FC=1C=C2C=CC(=NC2=CC1)C1=CC(=NN1C1=CC=C(C=C1)OC)C1=CC=C(C=C1)F